(S)-2-(2-(difluoromethyl)-5-(methoxy-d3)pyridin-4-yl)-N-((4-(1-(methoxy-d3)ethyl)benzyl)sulfonyl)-4-(methyl-d3)benzamide FC(C1=NC=C(C(=C1)C1=C(C(=O)NS(=O)(=O)CC2=CC=C(C=C2)[C@H](C)OC([2H])([2H])[2H])C=CC(=C1)C([2H])([2H])[2H])OC([2H])([2H])[2H])F